CC1(OCC2(CC(C3=CC(=CC=C23)CO)C2=C(C=CC=C2)C(F)(F)F)CO1)C (2,2-dimethyl-3'-(2-(trifluoromethyl)phenyl)-2',3'-dihydrospiro[[1,3]dioxane-5,1'-inden]-5'-yl)methanol